1-(4-(4-amino-1-((2-(trimethylsilyl)ethoxy)methyl)-1H-pyrazolo[3,4-d]pyrimidin-3-yl)-2-fluorophenyl)-3-(3-(1-(trifluoromethyl)cyclopropyl)isoxazol-5-yl)urea NC1=C2C(=NC=N1)N(N=C2C2=CC(=C(C=C2)NC(=O)NC2=CC(=NO2)C2(CC2)C(F)(F)F)F)COCC[Si](C)(C)C